(S)-N1-(3-fluorophenethyl)-N2-(7-(3-(4-(2-hydroxyethyl)piperazin-1-yl)prop-1-yn-1-yl)-5-methyl-4-oxo-2,3,4,5-tetrahydrobenzo[b][1,4]oxazepin-3-yl)oxalamide FC=1C=C(CCNC(C(=O)N[C@@H]2C(N(C3=C(OC2)C=CC(=C3)C#CCN3CCN(CC3)CCO)C)=O)=O)C=CC1